C(C)(C)C12CC(C1)(C2)C(=O)N(C)OC 3-isopropyl-N-methoxy-N-methylbicyclo[1.1.1]pentane-1-carboxamide